guluronic acid O=C[C@H](O)[C@H](O)[C@@H](O)[C@H](O)C(=O)O